5-((5-(3-(((1R,3R)-3-aminocyclopentyl)oxy)pyridin-2-yl)-1H-pyrazol-3-yl)amino)pyrazine-2-carbonitrile N[C@H]1C[C@@H](CC1)OC=1C(=NC=CC1)C1=CC(=NN1)NC=1N=CC(=NC1)C#N